C(C)(C)(C)OC(=O)N1[C@@H](CCC1)C=1N(C(=C(N1)C1=CC=C(C=C1)C(NC1=NC=CC(=C1)C)=O)C(N)=O)N (S)-2-(1-amino-5-carbamoyl-4-(4-((4-methylpyridin-2-yl)carbamoyl)phenyl)-1H-imidazol-2-yl)pyrrolidine-1-carboxylic acid tert-butyl ester